2-methyl-N-(methanesulfonyl)propionamide CC(C(=O)NS(=O)(=O)C)C